F[B-](F)(F)F.C(CC[PH+](C1CCCCC1)C1CCCCC1)[PH+](C1CCCCC1)C1CCCCC1.F[B-](F)(F)F propane-1,3-diylbis(dicyclohexylphosphonium) tetrafluoroborate